methyl 4,4'-dibromomethylbiphenyl-2-carboxylate BrCC=1C=C(C(=CC1)C1=CC=C(C=C1)CBr)C(=O)OC